CN1C(N(C=2N=C(N(C2C1=O)CC#N)S(=O)(=O)C)C)=O 2-(1,3-dimethyl-8-(methylsulfonyl)-2,6-dioxo-2,3-dihydro-1H-purin-7(6H)-yl)acetonitrile